Bromo-5-ethyl-1-(tetrahydro-2H-pyran-2-yl)-1,5,6,7-tetrahydrocyclopenta[f]indazole BrC1=NN(C2=CC3=C(C=C12)C(CC3)CC)C3OCCCC3